(-)-(1R,3R,6S,7S,8S)-2,2,6,8-tetramethyltricyclo[5.3.1.0~3,8~]undecan-3-ol CC1([C@@H]2CC[C@]3([C@H]([C@H](CC[C@@]13O)C)C2)C)C